NC1=C(C=C(C=C1)NC=1N=CC2=C(N1)CN(CC2)C2=C(C1=C(OCCN1C(=O)OC(C)(C)C)N=C2)C)C tert-butyl 7-{2-[(4-amino-3-methylphenyl)amino]-5H,6H,7H,8H-pyrido[3,4-d]pyrimidin-7-yl}-8-methyl-1H,2H,3H-pyrido[2,3-b][1,4]oxazine-1-carboxylate